C1(CCCCC1)NC=1C2=C(N=CC1C1=CC=C(C=C1)F)NC=C2 N-cyclohexyl-5-(4-fluorophenyl)-1H-pyrrolo[2,3-b]Pyridin-4-amine